5-[1-(methylthio)ethyl]-2-trifluoromethylpyridine CSC(C)C=1C=CC(=NC1)C(F)(F)F